O1CCOC(C1)C=O [1,4]dioxan-5-carbaldehyde